CC1=NC(=NC=2N([C@H](C(N(C12)C)=O)C)C)N[C@@H]1C[C@H](C1)SC1=CC=C(C=C1)C(F)(F)F (7S)-4,5,7,8-tetramethyl-2-((trans-3-((4-(trifluoromethyl)phenyl)thio)-cyclobutyl)-amino)-7,8-dihydropteridin-6(5H)-one